[Si](C)(C)(C(C)(C)C)O[C@H]([C@H](/C=C/C(=O)N(C)OC)C)[C@@H](C\C=C\C=C\C)C (2e,4s,5s,6r,8e,10e)-5-((tert-butyldimethylsilyl)oxy)-N-methoxy-N,4,6-trimethyldodeca-2,8,10-trienamide